The molecule is an acyl-CoA that results from the formal condensation of the thiol group of coenzyme A with the carboxy group of 3-(methylthio)propionic acid. It derives from a 3-(methylthio)propionic acid. It is a conjugate acid of a 3-(methylthio)propanoyl-CoA(4-). CC(C)(COP(=O)(O)OP(=O)(O)OC[C@@H]1[C@H]([C@H]([C@@H](O1)N2C=NC3=C(N=CN=C32)N)O)OP(=O)(O)O)[C@H](C(=O)NCCC(=O)NCCSC(=O)CCSC)O